BrC1=C(N(C2=CC(=CC=C2)C=2C=C3C=4C=CC=CC4C4=C(C3=CC2)C=CC=C4)C4=CC=CC=C4)C=CC=C1 2-bromo-N-phenyl-N-(3-(benzophenanthren-2-yl)phenyl)aniline